6-(2-ethylhexyl-amino)-1,3,5-triazine-2,4-dithiol C(C)C(CNC1=NC(=NC(=N1)S)S)CCCC